tert-butyl N-[(2R)-2-[[2-ethyl-4-[[3-[1-prop-2-ynyl-3-(trifluoromethyl)pyrazol-4-yl]imidazo[1,2-a]pyrazin-8-yl]amino]benzoyl]amino]propyl]carbamate C(C)C1=C(C(=O)N[C@@H](CNC(OC(C)(C)C)=O)C)C=CC(=C1)NC=1C=2N(C=CN1)C(=CN2)C=2C(=NN(C2)CC#C)C(F)(F)F